C(C)(C)N1CCN(C2=CC=CC=C12)C(C(C)N1CCCC1)=O 1-(4-Isopropyl-3,4-dihydroquinoxalin-1(2H)-yl)-2-(pyrrolidin-1-yl)propan-1-one